FC1=C(C=CC(=C1)F)CN(C(=O)NCC1=CC2=C(CC(O2)(C)C)C=C1)C1CCN(CC1)C 1-[(2,4-difluorophenyl)methyl]-3-[(2,2-dimethyl-2,3-dihydro-1-benzofuran-6-yl)methyl]-1-(1-methylpiperidin-4-yl)urea